N,N'-bis-[3-(3,5-di-t-butyl-4-hydroxyphenyl)propionyl]hexamethylenediamine C(C)(C)(C)C=1C=C(C=C(C1O)C(C)(C)C)CCC(=O)NCCCCCCNC(CCC1=CC(=C(C(=C1)C(C)(C)C)O)C(C)(C)C)=O